(trans)-3-oxobicyclo[3.1.0]Hexane-6-Carbonitrile O=C1CC2C(C2C1)C#N